ClC=1C(=C(CN2[C@@H](C[C@@](CC2)(C(=O)O)CC2=NC(=CC(=C2)C2=NC=CC=C2)NC2=NNC(=C2)C)C)C=CC1)F (2R,4R)-1-(3-chloro-2-fluorobenzyl)-2-methyl-4-((6'-((5-methyl-1H-pyrazol-3-yl)amino)-[2,4'-bipyridin]-2'-yl)methyl)piperidine-4-carboxylic acid